CN1C(C=2CCN(CC2C(=C1)C(=O)OCC)C(=O)OC(C)(C)C)=O 2-(tert-butyl) 8-ethyl 6-methyl-5-oxo-3,4,5,6-tetrahydro-2,6-naphthyridine-2,8(1H)-dicarboxylate